rac-(trans)-3-amino-4-(3-boronopropyl)-1-(N-glycylcarbamimidoyl)pyrrolidine-3-carboxylic acid, 2,2,2-trifluoroacetic acid salt FC(C(=O)O)(F)F.N[C@@]1(CN(C[C@H]1CCCB(O)O)C(NC(CN)=O)=N)C(=O)O